CC1=CN=C(O1)CC(=O)[O-].[Li+] lithium (5-methyl-1,3-oxazol-2-yl)acetate